SC(C(O)=O)CCC[C@@H]1SC[C@@H]2NC(=O)N[C@H]12 mercaptobiotin